tert-butyl ((1'-(2-fluoro-4-nitrophenyl)-[1,4'-bipiperidin]-4-yl)methyl)carbamate FC1=C(C=CC(=C1)[N+](=O)[O-])N1CCC(CC1)N1CCC(CC1)CNC(OC(C)(C)C)=O